C(C1=CC=CC=C1)OC(=O)NC[C@H](CC(=O)OC)O methyl (3S)-4-{[(benzyloxy) carbonyl] amino}-3-hydroxybutyrate